CN(C1(CCC2(CN(C(N2)=O)C=2C=NC(=CC2)N2CCN(CC2)C)CC1)C1=CC=CC=C1)C cis-8-dimethylamino-3-[6-(4-methyl-piperazin-1-yl)-pyridin-3-yl]-8-phenyl-1,3-diazaspiro[4.5]decan-2-one